ClC1=C(C(=CC=C1)Cl)C1=NC=2N(C(=N1)NC1=CC(=C(C=C1)C=1CCN(CC1)C)OCC)N=CC2 2-(2,6-dichlorophenyl)-N-(3-ethoxy-4-(1-methyl-1,2,3,6-tetrahydropyridin-4-yl)phenyl)pyrazolo[1,5-a][1,3,5]triazin-4-amine